CCCCC[C@@H](/C=C/C=C\\C/C=C\\C/C=C\\CCCC(=O)[O-])O The molecule is a polyunsaturated hydroxy fatty acid anion that is the conjugate base of 15(S)-HETE. It is a hydroxy fatty acid anion, a long-chain fatty acid anion and a polyunsaturated fatty acid anion. It is a conjugate base of a 15(S)-HETE.